2-(3-((tert-butoxycarbonyl)amino)propyl)-1-methyl-2H-indazol-1-ium C(C)(C)(C)OC(=O)NCCCN1[N+](=C2C=CC=CC2=C1)C